Cl.Cl.C(C1=CC=CC=C1)C1CCN(CC1)C(C)N (4-Benzylpiperidin-1-yl)ethanamine 2HCl salt